FC1=NC(=CC=C1)SC 2-Fluoro-6-(methylthio)pyridine